CC(C=CC=O)CC1=CC=C(C=C1)C 4-methyl-5-(p-tolyl)pent-2-enal